C1(=CC=CC2=CC=CC=C12)C1=CC=C(C=C1)N(C1=CC=2C(C3=CC=CC=C3C2C=C1)(C)C)C1=CC=C(C(=C1)C1=CC=CC=C1)C1=CC=C(C=C1)C1=CC=CC=C1 {4-(naphthalen-1-yl)phenyl}-(1,1':2',1'':4'',1'''-quaterphenyl-5'-yl)-(9,9-dimethylfluoren-2-yl)amine